2-(4-(5-chloro-2-(4-chloro-1H-1,2,3-triazol-1-yl)phenyl)-2,5-dioxapiperazin-1-yl)-3-(p-tolyl)propionic acid ClC=1C=CC(=C(C1)N1CON(CO1)C(C(=O)O)CC1=CC=C(C=C1)C)N1N=NC(=C1)Cl